3-(2-methoxyethoxy)propanoate COCCOCCC(=O)[O-]